CC1=C(C=CC(=N1)CNC1CCCC=2C=CC=NC12)C=1C=NN(C1)C1OCCCC1 N-((6-methyl-5-(1-(tetrahydro-2H-pyran-2-yl)-1H-pyrazol-4-yl)pyridin-2-yl)methyl)-5,6,7,8-tetrahydroquinolin-8-amine